N(=C=O)CC1=CC(=CC=C1)OC 1-(isocyanatomethyl)-3-methoxybenzene